OC1(CC(C1)C(=O)N1CC2(C1)CCC(CC2)C2=NC(=CC(=C2)C)OC(C)C)C ((1s,3s)-3-Hydroxy-3-methylcyclobutyl)(7-(6-isopropoxy-4-methylpyridin-2-yl)-2-azaspiro[3.5]nonan-2-yl)methanone